FC(S(=O)(=O)OC1=NC2=C(C=CN=C2C=C1)Cl)(F)F 8-chloro-1,5-naphthyridin-2-yl trifluoromethanesulfonate